1,3-dioxoisoindolin-2-yl spiro[2.2]pentane-1-carboxylate (S) and (R)-1,3-dioxoisoindolin-2-yl-spiro[2.2]pentane-1-carboxylate O=C1N(C(C2=CC=CC=C12)=O)[C@]1(CC12CC2)C(=O)O.C2(CC21CC1)C(=O)ON1C(C2=CC=CC=C2C1=O)=O |r|